FC=1C(=C(C(=O)O)C=CC1C(F)(F)F)SC 3-fluoro-2-methylsulfanyl-4-(trifluoromethyl)benzoic acid